9-chloro-2-phenylphenanthro[3,4-d]oxazole ClC=1C=CC=2C3=C(C=CC2C1)C=CC=1N=C(OC13)C1=CC=CC=C1